BrC1=C(C(=C(C(=C1F)F)F)F)S(=O)(=O)N(CC1=C(C=CC=C1)C#N)CC(=O)N(CC1=CC(=CC(=C1)C1CC1)C1CC1)C1=C(C=C(C(=O)O)C=C1)OCC 4-(2-(2-bromo-N-(2-cyanobenzyl)-3,4,5,6-tetrafluorophenylsulfonamido)-N-(3,5-dicyclopropylbenzyl)acetamido)-3-ethoxybenzoic acid